2-(4-(difluoromethoxy)phenyl)acetamide FC(OC1=CC=C(C=C1)CC(=O)N)F